FC(OC=1C=NC(=NC1)NC1CCN(CC1)S(=O)(=O)C=1C=C(CN2CC(C2)C2=CC=C3C(=NN(C3=C2)C)N2C(NC(CC2)=O)=O)C=CC1)F 1-(6-(1-(3-((4-((5-(difluoromethoxy)-pyrimidin-2-yl)amino)piperidin-1-yl)sulfonyl)benzyl)azetidin-3-yl)-1-methyl-1H-indazol-3-yl)dihydropyrimidine-2,4(1H,3H)-dione